N-propyl-1H-pyrazole-5-carboxamide C(CC)NC(=O)C1=CC=NN1